4-(3-(cyanomethyl)azetidin-1-yl)-N-(quinolin-8-yl)picolinamide C(#N)CC1CN(C1)C1=CC(=NC=C1)C(=O)NC=1C=CC=C2C=CC=NC12